ClC1=NC(=C2N=C(N(C2=N1)/N=C/C=1C=C(C=CC1)C)C)Cl (E)-N-(2,6-dichloro-8-methyl-9H-purin-9-yl)-1-(m-tolyl)methanimine